2-(2,6-dioxopiperidin-3-yl)-4-((2-fluoro-4-((3-morpholinoazetidin-1-yl)methyl)benzyl)amino)isoindoline-1,3-dion O=C1NC(CCC1N1C(C2=CC=CC(=C2C1=O)NCC1=C(C=C(C=C1)CN1CC(C1)N1CCOCC1)F)=O)=O